ClC=1C=C(C(=O)NC2=C3C(N(C=NC3=CC=C2)CC2=NN(C3=CC=CC=C23)C)=O)C=C(C1O)Cl 3,5-dichloro-4-hydroxy-N-(3-((1-methyl-1H-indazol-3-yl)methyl)-4-oxo-3,4-dihydroquinazolin-5-yl)benzamide